ClC1=CC(=NC(=N1)C1=NOC(=N1)C(C)(C)C1=C(C=CC=C1F)F)O[C@@H]1C[C@H](N(CC1)C(=O)OC(C)(C)C)CC#N tert-butyl (2R,4S)-4-[(6-chloro-2-{5-[2-(2,6-difluorophenyl)propan-2-yl]-1,2,4-oxadiazol-3-yl}pyrimidin-4-yl)oxy]-2-(cyano-methyl)piperidine-1-carboxylate